[4,4-diethyl-1-[[(1R,2R)-2-[(3-hydroxy-2,2-dimethyl-chroman-4-yl)carbamoyl]cyclopropyl]-pyridin-1-ium-3-yl-methyl]-6-oxo-hexahydropyrimidin-2-ylidene]ammonium C(C)C1(NC(N(C(C1)=O)C(C=1C=[NH+]C=CC1)[C@H]1[C@@H](C1)C(NC1C(C(OC2=CC=CC=C12)(C)C)O)=O)=[NH2+])CC